C(C=C)(=O)N1[C@H](CN(CC1)C=1C2=C(N=C(N1)OCC1(CC1)N1CCOCC1)CN(CC2)C2=CC(=CC1=CC=CC=C21)O)CC#N (S)-2-(1-propenoyl-4-(7-(3-hydroxynaphthalen-1-yl)-2-((1-morpholinylcyclopropyl)methoxy)-5,6,7,8-tetrahydropyrido[3,4-d]pyrimidin-4-yl)piperazin-2-yl)acetonitrile